C1(CCC1)NCC=1N=C2N(C(=NC=C2C2=CC(=NN2C)C)NCC2=C(C=CC3=C2CCO3)F)C1 2-((cyclobutylamino)methyl)-8-(1,3-dimethyl-1H-pyrazol-5-yl)-N-((5-fluoro-2,3-dihydrobenzofuran-4-yl)methyl)imidazo[1,2-c]pyrimidin-5-amine